CN1C(=CC2=C1CNCC2)C(=O)OCC ethyl 1-methyl-4,5,6,7-tetrahydro-1H-pyrrolo[2,3-c]pyridine-2-carboxylate